C(C)C1=CC=C(C=C1)C1[C@@H]2CNC[C@H]12 (1R,5S,6S)-6-(4-Ethylphenyl)-3-azabicyclo[3.1.0]hexane